methyl 5-(5-fluoro-2-methoxy-phenyl)-1-methyl-2-oxo-pyridine-4-carboxylate FC=1C=CC(=C(C1)C=1C(=CC(N(C1)C)=O)C(=O)OC)OC